C(C)OC(OCC)[SiH2]CCCNCCC[SiH2]C(OCC)OCC N,N-bis[3-(diethoxymethyl-silyl)propyl]amine